C1(CCCC1)C1=C(C=C(C=C1OC)C=CC1=CC=CC=C1)OC 2-cyclopentyl-1,3-dimethoxy-5-styryl-benzene